6,7-dichloro-3-(piperidin-3-ylmethyl)-1,3,4,9-tetrahydro-[1,2,6]thiadiazino[4,3-g]indole 2,2-dioxide ClC=1C=2C(=CNC2C2=C(C1)CN(S(N2)(=O)=O)CC2CNCCC2)Cl